C(C1=CC=CC=C1)OC(=O)N[C@@H](CC1=CN(C=N1)C(C1=CC=CC=C1)(C1=CC=CC=C1)C1=CC=CC=C1)C(=O)O N-[(benzyloxy)carbonyl]-1-(triphenylmethyl)-L-Histidine